C[C@@]1(N(CCC1)S(=O)(=NC(C1=CC=CC=C1)(C1=CC=CC=C1)C1=CC=CC=C1)C1=CC=C(C=C1)OC)C(=O)O.CC(C)(C)C=1NC(=C(N1)C=1C=C2N=CC=NC2=CC1)C1=NC(=CC=C1)C 6-[2-(1,1-Dimethylethyl)-5-(6-methyl-2-pyridinyl)-1H-imidazol-4-yl]quinoxaline Methyl-(4-methoxy-N-tritylphenylsulfonimidoyl)-L-prolinate